9,10-dihydroxy-2,3-dihydro-1,4-anthracenedione OC=1C2=CC=CC=C2C(=C2C(CCC(C12)=O)=O)O